(trifluoromethylphenyl)boron FC(F)(F)C1=C(C=CC=C1)[B]